3-[3-[(E)-3-(4-Cyanophenyl)-3-oxoprop-1-enyl]phenoxy]propanoic acid C(#N)C1=CC=C(C=C1)C(/C=C/C=1C=C(OCCC(=O)O)C=CC1)=O